ClCCC(=O)NC1=CC=CC=C1 3-Chloro-N-phenyl-propanamide